IC1=CN([C@H]2C[C@H](OCSC)[C@@H](CO[Si](C)(C)C(C)(C)C)O2)C=2N=CN=C(C12)N 7-deaza-7-iodo-5'-O-tert-butyldimethylsilyl-3'-O-methylsulfanylmethyl-2'-deoxyadenosine